O=C1NC(CCC1N1C(N(C2=C1C=CC(=C2)N2C1CN(C(C2)CC1)CC(=O)OC(C)(C)C)C)=O)=O tert-butyl 2-(5-(1-(2,6-dioxopiperidin-3-yl)-3-methyl-2-oxo-2,3-dihydro-1H-benzo[d]imidazol-5-yl)-2,5-diazabicyclo[2.2.2]octan-2-yl)acetate